C(C)(C)(C)OC(=O)N1CC(C=C(C1)OC)=C=O 5-methoxy-3-carbonyl-3,6-dihydropyridine-1(2H)-carboxylic acid tert-butyl ester